(4-((E)-2-(6-((1r,2s)-5'-methoxy-2'-oxaspiro[cyclopropane-1,3'-indoline]-2-yl)-1H-indazol-3-yl)vinyl)benzyl)piperidine-4-carboxylic acid COC=1C=C2[C@]3(ONC2=CC1)[C@@H](C3)C3=CC=C1C(=NNC1=C3)/C=C/C3=CC=C(CN1CCC(CC1)C(=O)O)C=C3